4-(4-(4-(4-Methoxyphenyl)piperazin-1-yl)phenyl)-1-propyl-1H-1,2,4-triazol-5(4H)-one COC1=CC=C(C=C1)N1CCN(CC1)C1=CC=C(C=C1)N1C=NN(C1=O)CCC